cetyl-octanolate C(CCCCCCCCCCCCCCC)C(CCCCCCC)[O-]